CC1=C(C(CCC1)(C)C)/C=C/C(C)=O (E)-4-(2,6,6-trimethyl-1-cyclohexenyl)but-3-en-2-one